2-((1H-pyrazol-3-yl)methyl)-6-((2-cyclopropylthiazol-4-yl)sulfonyl)phthalazin-1(2H)-one N1N=C(C=C1)CN1C(C2=CC=C(C=C2C=N1)S(=O)(=O)C=1N=C(SC1)C1CC1)=O